C1=C(C=CC2=CC=CC=C12)N1C2=CC=CC=C2C=2C=C(C=CC12)B(O)O (9-(naphthalen-2-yl)-9H-carbazol-3-yl)boronic acid